CN(S(=O)(=O)C1=CC(=CC=C1)C)CC(C1=CC=C(C=C1)C1=NOC(=N1)C(F)(F)F)=O N,3-dimethyl-N-(2-oxo-2-(4-(5-(trifluoromethyl)-1,2,4-oxadiazol-3-yl)phenyl)ethyl)benzenesulfonamide